3,4-dichloro-N-((3S,4R)-1-(6-(1-hydroxycyclopentyl)pyridazin-3-yl)-3-methoxypiperidine-4-yl)-5-methyl-1H-pyrrole-2-carboxamide ClC1=C(NC(=C1Cl)C)C(=O)N[C@H]1[C@H](CN(CC1)C=1N=NC(=CC1)C1(CCCC1)O)OC